rac-ethyl (1S*,2S*)-2-(5-chloropyridazin-3-yl)cyclopropane-1-carboxylate ClC=1C=C(N=NC1)[C@@H]1[C@H](C1)C(=O)OCC |r|